5-amino-4,6-dimethyl-2H-pyridazin-3-one NC1=C(C(NN=C1C)=O)C